C(C)(C)(C)C1=NN(C=C1C(=O)N)C=1CN2C(N(C(C1)C2)OCC=C)=O tert-butyl-[1-(6-allyloxy-7-oxo-1,6-diazabicyclo[3.2.1]oct-3-en-3-yl)]pyrazole-4-carboxamide